(pyrimidin-2-ylamino)-1H-indazol N1=C(N=CC=C1)NN1N=CC2=CC=CC=C12